C(C(C)=C)OCC(C(=O)OCCOC)=C methoxyethyl α-methallyloxymethylacrylate